1-(4-sulfobutyl)-2-propenyl-pyridine Phosphorus [P].S(=O)(=O)(O)CCCCN1C(C=CC=C1)C=CC